ClC=1C=C(C(=O)NC2CC3(CCC(C2)N3C(=O)[O-])CC)C=CC1C1C(C1)C=1C3=C(N=C(N1)C)SC=C3 3-(3-chloro-4-(2-(2-methylthieno[2,3-d]pyrimidin-4-yl)cyclopropyl)benzamido)-1-ethyl-8-azabicyclo[3.2.1]octane-8-carboxylate